ClC1=CC=C(C=C1)C=1C=C(C(N(N1)C=1C=NC=CC1)=O)C(=O)N[C@H]1COC[C@H]1O 6-(4-chlorophenyl)-N-[(3S,4S)-4-hydroxytetrahydrofuran-3-yl]-3-oxo-2-(pyridin-3-yl)-2,3-dihydropyridazine-4-carboxamide